FC(CNC(C1=NC(=C(C=C1)N1CCN(CC1)C1C=C(CC1)C=1NC(C(=CN1)C)=O)C(F)F)=O)F N-(2,2-difluoroethyl)-6-(difluoromethyl)-5-(4-(3-(5-methyl-6-oxo-1,6-dihydropyrimidin-2-yl)cyclopent-2-en-1-yl)piperazin-1-yl)picolinamide